rac-(R)-6-(1-(2-(trifluoromethyl)pyridin-4-yl)ethyl)quinoline-4-carboxylic acid FC(C1=NC=CC(=C1)[C@H](C)C=1C=C2C(=CC=NC2=CC1)C(=O)O)(F)F |r|